tert-butyl 3-(4-(7-fluoroquinolin-4-yl)piperazine-1-carbonyl)azetidine-1-carboxylate FC1=CC=C2C(=CC=NC2=C1)N1CCN(CC1)C(=O)C1CN(C1)C(=O)OC(C)(C)C